C(C)(=O)OC(COCCOCCOC(C)=O)OC methoxytriethylene glycol diacetate